NC12CC(C1)(C2)N2C=NC(=C2)C(=O)N2C[C@H](CC2)OC(F)(F)F [1-(3-aminobicyclo[1.1.1]pentan-1-yl)-1H-imidazol-4-yl][(3S)-3-(trifluoromethoxy)pyrrolidin-1-yl]methanone